C(C)(C)(C)OC(=O)N([C@H](C(=O)O)CC1=CC=CC=C1)C (2S)-2-[(tert-butoxycarbonyl)(methyl)amino]-3-phenylpropionic acid